(S)-4-(2-(4-(7,7-difluoro-2-(2-methylazetidin-1-yl)-6,7-dihydro-5H-cyclopenta[d]pyrimidin-4-yl)-2,6-difluorophenoxy)acetyl)piperazine-1-carboxylic acid tert-butyl ester C(C)(C)(C)OC(=O)N1CCN(CC1)C(COC1=C(C=C(C=C1F)C=1C2=C(N=C(N1)N1[C@H](CC1)C)C(CC2)(F)F)F)=O